C1(=CC=CC=C1)/C=C/C(=O)C1=CC=C(OC(C(=O)O)C(=O)O)C=C1 2-[4-[(E)-3-Phenylprop-2-enoyl]phenoxy]propanedioic acid